C1(=CC=CC=C1)N(C(O)=O)C=1C=NC(=CC1)C1(CC1)C.ClC=1C=NC=C(C1)SC(C)(C)C 3-Chloro-5-[(1,1-dimethylethyl)thio]pyridine phenyl-(6-(1-methylcyclopropyl)pyridin-3-yl)carbamate